tert-butyl (3R)-2'-(6-amino-5-cyanopyridin-3-yl)-5',6'-dihydrospiro[pyrrolidine-3,4'-pyrrolo[1,2-b]pyrazole]-1-carboxylate NC1=C(C=C(C=N1)C=1C=C2N(N1)CC[C@]21CN(CC1)C(=O)OC(C)(C)C)C#N